CC(=CCCC=C)CCC=C(C)C 6,10-dimethyl-1,5,9-undecatriene